1-(4'-Cyclopropyl-5,6'-dimethoxy-[2,5'-bipyrimidin]-4-yl)-2,2-difluoro-1-(4-(1-methyl-4-(trifluoromethyl)-1H-imidazol-2-yl)phenyl)ethan-1-ol C1(CC1)C1=NC=NC(=C1C1=NC=C(C(=N1)C(C(F)F)(O)C1=CC=C(C=C1)C=1N(C=C(N1)C(F)(F)F)C)OC)OC